O1C(=NC2=C1C=CC=C2)C=2C(=CC(=NC2)NC(C)=O)NC2=NC(=CC(=C2)C2(COCC2)CO)S(=O)(=O)C N-(5-(benzo[d]oxazol-2-yl)-4-((4-(3-(hydroxymethyl)tetrahydrofuran-3-yl)-6-(methylsulfonyl)pyridin-2-yl)amino)pyridin-2-yl)acetamide